1-cyclobutylpiperazine-2,3-dione tert-butyl-(2-(cyclobutylamino)ethyl)carbamate C(C)(C)(C)N(C(O)=O)CCNC1CCC1.C1(CCC1)N1C(C(NCC1)=O)=O